BrC=1C=C(C=C2C(N(C(=NC12)C(C(F)(F)F)(C)C)C)=O)C 8-bromo-3,6-dimethyl-2-(1,1,1-trifluoro-2-methylpropan-2-yl)quinazolin-4(3H)-one